(1-(((3R,4S)-3,4-Difluoropyrrolidin-1-yl)methyl)cyclopropyl)methanol F[C@@H]1CN(C[C@@H]1F)CC1(CC1)CO